tert-Butyl N-[2-[2-[2-[2-[[3-methoxy-4-(prop-2-ynylamino)phenyl]sulfonylamino]-ethoxy]ethoxy]ethoxy]ethyl]carbamate COC=1C=C(C=CC1NCC#C)S(=O)(=O)NCCOCCOCCOCCNC(OC(C)(C)C)=O